N-(4-(N-(4-(dimethylcarbamoyl)cyclohexyl)sulfamoyl)naphthalen-1-yl)-2-methylbenzamide CN(C(=O)C1CCC(CC1)NS(=O)(=O)C1=CC=C(C2=CC=CC=C12)NC(C1=C(C=CC=C1)C)=O)C